9-(6-(Benzylamino)pyrimidin-4-yl)-4-(4-((4,4-dimethylpiperidin-1-yl)methyl)phenyl)-1,4,9-triazaspiro[5.5]undecan-2-one C(C1=CC=CC=C1)NC1=CC(=NC=N1)N1CCC2(CN(CC(N2)=O)C2=CC=C(C=C2)CN2CCC(CC2)(C)C)CC1